(3S,4S)-1-(4-((2-oxo-4-tetradecanamidopyrrolidin-1-yl)methyl)benzoyl)-N3,N4-bis((1S,2R)-2-phenylcyclopropyl)pyrrolidine-3,4-dicarboxamide O=C1N(CC(C1)NC(CCCCCCCCCCCCC)=O)CC1=CC=C(C(=O)N2C[C@H]([C@@H](C2)C(=O)N[C@@H]2[C@H](C2)C2=CC=CC=C2)C(=O)N[C@@H]2[C@H](C2)C2=CC=CC=C2)C=C1